1,3,5-tri(4-carboxyphenyl)benzene yttrium indium [In].[Y].C(=O)(O)C1=CC=C(C=C1)C1=CC(=CC(=C1)C1=CC=C(C=C1)C(=O)O)C1=CC=C(C=C1)C(=O)O